ClC1=CC(=C(C=C1)[C@@]1(OC2=C(C=CC=C2C=C1)C1CCN(CC1)CC1=NC=2C(=NC(=CC2)C(=O)OC)N1C[C@H]1OCC1)[2H])F methyl 2-((4-((R)-2-(4-chloro-2-fluorophenyl)-2H-chromen-8-yl-2-d)piperidin-1-yl)methyl)-3-(((S)-oxetan-2-yl)methyl)-3H-imidazolo[4,5-b]pyridine-5-carboxylate